trifluoroborane-hydrofluoride F.FB(F)F